C(C1=CC=CC=C1)N1C[C@H]2[C@@H](C1)[C@@H](CC2=O)NC(OC(C)(C)C)=O |o1:9,10,12| 2-methyl-2-propanyl rel-[(3aS,4R,6aR)-2-benzyl-6-oxooctahydrocyclopenta[c]pyrrol-4-yl]carbamate